N-[(1S)-1-(2,4-difluorophenyl)ethyl]-2,2-difluoro-2-(6-fluoro-2-oxo-1H-quinolin-3-yl)acetamide tert-butyl-4-(piperidin-4-ylmethyl)piperazine-1-carboxylate C(C)(C)(C)OC(=O)N1CCN(CC1)CC1CCNCC1.FC1=C(C=CC(=C1)F)[C@H](C)NC(C(C=1C(NC2=CC=C(C=C2C1)F)=O)(F)F)=O